C(C)(C)(C)OC(=O)N1CC=2C(=CC=3CN(CCC3N2)CC2=CC=CC=C2)C1 7-benzyl-1,3,5,6,7,8-hexahydro-2,4,7-triaza-cyclopenta[b]naphthalene-2-carboxylic acid tert-butyl ester